3-amino-3-[methyl-(1-phenylpropan-2-yl)carbamoyl]propionic acid NC(CC(=O)O)C(N(C(CC1=CC=CC=C1)C)C)=O